(2-((5-Chloro-2-((2-(trifluoromethyl)-1H-benzo[d]imidazol-5-yl)amino)pyrimidin-4-yl)amino)phenyl)dimethylphosphine oxide ClC=1C(=NC(=NC1)NC1=CC2=C(NC(=N2)C(F)(F)F)C=C1)NC1=C(C=CC=C1)P(C)(C)=O